3-(5-((2-(3-(2-methoxypyridin-4-yl)azetidin-1-yl)cyclopent-yl)oxy)-1-oxoisoindolin-2-yl)piperidine-2,6-dione COC1=NC=CC(=C1)C1CN(C1)C1C(CCC1)OC=1C=C2CN(C(C2=CC1)=O)C1C(NC(CC1)=O)=O